2-(4-(2-amino-2-oxoethyl)phenyl)-2-bromoacetamide NC(CC1=CC=C(C=C1)C(C(=O)N)Br)=O